1-(3,5-difluoro-4-{[3-(2-fluorophenyl)-1-{[2-(trimethylsilyl)ethoxy]methyl}-1H-pyrrolo[2,3-b]pyridin-4-yl]oxy}phenyl)-3-[(3-methyloxetan-3-yl)methyl]urea FC=1C=C(C=C(C1OC1=C2C(=NC=C1)N(C=C2C2=C(C=CC=C2)F)COCC[Si](C)(C)C)F)NC(=O)NCC2(COC2)C